[2-Chloro-4-fluoro-5-(7-morpholin-4-yl-quinazolin-4-yl)phenyl]-pyrazin-2-ylmethanol ClC1=C(C=C(C(=C1)F)C1=NC=NC2=CC(=CC=C12)N1CCOCC1)C(O)C1=NC=CN=C1